5,5'-(2,2'-dichloro-[1,1'-biphenyl]-3,3'-diyl)bis(pyrazine-2-carbaldehyde) ClC1=C(C=CC=C1C=1N=CC(=NC1)C=O)C1=C(C(=CC=C1)C=1N=CC(=NC1)C=O)Cl